1-(2,4,5-trifluorobenzyl)-6-chloro-3-((thiazol-4-yl)methyl)pyrimidine-2,4(1h,3h)-dione FC1=C(CN2C(N(C(C=C2Cl)=O)CC=2N=CSC2)=O)C=C(C(=C1)F)F